ClC=1C=CC(=C(C1)C#CC=1C=C(C(=NC1)C(=O)O)NC)NS(=O)(=O)C=1C(=CC=C2C=CC=NC12)C 5-{2-[5-chloro-2-(7-methylquinoline-8-sulfonamido)phenyl]ethynyl}-3-(methylamino)pyridine-2-carboxylic acid